isopropyl (S)-(perfluorophenoxy) (phenoxy) phosphate [P@@](=O)(OC(C)C)(OOC1=C(C(=C(C(=C1F)F)F)F)F)OOC1=CC=CC=C1